2-[[6-(5-cyclopropyl-3-pyridyl)-3-morpholinosulfonyl-4-quinolyl]amino]benzoic acid C1(CC1)C=1C=C(C=NC1)C=1C=C2C(=C(C=NC2=CC1)S(=O)(=O)N1CCOCC1)NC1=C(C(=O)O)C=CC=C1